C1(CCCC(=O)O1)=S monothioglutaric anhydride